O[C@H]1[C@@H](CCCC1)NC1=NN=C(C=2CCCCC12)C1=C(C=C(C=C1)C(F)(F)F)O 2-(4-{[(1R,2R)-2-hydroxycyclohexyl]amino}-5,6,7,8-tetrahydrophthalazin-1-yl)-5-(trifluoromethyl)phenol